3-(2-Fluorophenyl)-N-[(3S)-2-oxo-5-phenyl-1,3-dihydro-1,4-benzodiazepin-3-yl]-6,7-dihydro-5H-pyrazolo[5,1-b][1,3]oxazine-2-carboxamide FC1=C(C=CC=C1)C=1C(=NN2C1OCCC2)C(=O)N[C@@H]2C(NC1=C(C(=N2)C2=CC=CC=C2)C=CC=C1)=O